8-((2s,5r)-4-(2-methoxy-1-(5-(trifluoromethyl)pyridin-2-yl)ethyl)-2,5-dimethylpiperazin-1-yl)-5-methyl-6-oxo-5,6-dihydro-1,5-naphthyridine-2-carbonitrile COCC(C1=NC=C(C=C1)C(F)(F)F)N1C[C@@H](N(C[C@H]1C)C1=CC(N(C=2C=CC(=NC12)C#N)C)=O)C